methyl 2-(3-(aminomethyl)phenyl)acetate hydrochloride Cl.NCC=1C=C(C=CC1)CC(=O)OC